C(C)(=O)SC1C2CCC(CC1)N2C(=O)OC(C)(C)C Tert-butyl 2-(acetylthio)-8-azabicyclo[3.2.1]octane-8-carboxylate